3-hydroxypropylene oxide OCC1CO1